3-chloro-4-(Pyridin-2-ylmethoxy)aniline ClC=1C=C(N)C=CC1OCC1=NC=CC=C1